(1R,2R,3R)-N-(7-chloro-6-(cis-4-(3-fluoroazetidin-1-yl)cyclohexyl)isoquinolin-3-yl)-2-ethyl-3-(1-methyl-1H-pyrazol-4-yl)cyclopropane-1-carboxamide ClC1=C(C=C2C=C(N=CC2=C1)NC(=O)[C@@H]1[C@@H]([C@H]1C=1C=NN(C1)C)CC)[C@@H]1CC[C@@H](CC1)N1CC(C1)F